2-[4-(1,3-benzoxazol-2-yl)-5-methoxy-1-methyl-6-oxopyrimidin-2-yl]-3-cyclobutyl-N-methyl-1,3-benzodiazole-5-carboxamide O1C(=NC2=C1C=CC=C2)C=2N=C(N(C(C2OC)=O)C)C=2N(C1=C(N2)C=CC(=C1)C(=O)NC)C1CCC1